4-chloro-1,2-phenylene bis(diphenylcarbamate) C1(=CC=CC=C1)N(C(OC1=C(C=C(C=C1)Cl)OC(N(C1=CC=CC=C1)C1=CC=CC=C1)=O)=O)C1=CC=CC=C1